7-((3-(((Tert-butyldimethylsilyl)oxy)methyl)-4-methylphenyl)chloromethyl)-3-cyclopropyl-8-methyl-[1,2,4]triazolo[4,3-a]pyridine [Si](C)(C)(C(C)(C)C)OCC=1C=C(C=CC1C)C(C1=C(C=2N(C=C1)C(=NN2)C2CC2)C)Cl